CC1([C@@H]2[C@H](N(C1)C=1C(N(N=C(C1)C1=NN(C3=CC=C(C=C13)OC1(CC1)C)C1OCCCC1)C)=O)COC2)C ((3aR,6aS)-3,3-dimethylhexahydro-1H-furo[3,4-b]pyrrol-1-yl)-2-methyl-6-(5-(1-methylcyclopropoxy)-1-(tetrahydro-2H-pyran-2-yl)-1H-indazol-3-yl)pyridazin-3(2H)-one